N-(4-fluoro-2-(hexahydropyrrolo[3,4-b]pyrrol-5(1H)-yl)-5-(2-morpholinopyrimidin-5-yl)phenyl)-6-oxo-4-(trifluoromethyl)-1,6-dihydropyridine FC1=CC(=C(C=C1C=1C=NC(=NC1)N1CCOCC1)N1C=CC(=CC1=O)C(F)(F)F)N1CC2NCCC2C1